N-(6-((4-(2,2-Dimethyl-2,3-dihydrofuro[2,3-c]pyridin-5-yl)thiazol-2-yl)amino)-5-(trifluoromethyl)pyridin-3-yl)-N-methylacetamide CC1(CC=2C(=CN=C(C2)C=2N=C(SC2)NC2=C(C=C(C=N2)N(C(C)=O)C)C(F)(F)F)O1)C